C1(CCCCC1)C(=O)OOC(CCCC)=O pentanoyl cyclohexylformyl peroxide